FC1=C(C=CC(=C1)F)NC1=NC=C(C(=N1)NC1=C(C(=CC=C1)C1=NN(C=N1)C)OC)C(=O)NC([2H])([2H])[2H] 2-((2,4-Difluorophenyl)amino)-4-((2-methoxy-3-(1-methyl-1H-1,2,4-triazol-3-yl)phenyl)amino)-N-(methyl-d3)pyrimidine-5-carboxamide